(4-(3-((4,5-dihydroxy-9,10-dioxo-9,10-dihydroanthracene-2-carbonyl)oxy)propyl)-1-(4-methylbenzyl)pyridin-1-ium) bromide salt [Br-].OC1=CC(=CC=2C(C3=CC=CC(=C3C(C12)=O)O)=O)C(=O)OCCCC1=CC=[N+](C=C1)CC1=CC=C(C=C1)C